ClCC=1C=C(C=CC1)NC(=O)NC1=CC(=CC=C1)Cl 1-(3-(chloromethyl)phenyl)-3-(3-chlorophenyl)urea